The molecule is a hydroxy fatty acid anion that is the conjugate base of (9E)-12-hydroxyoctadec-9-enoic acid, obtained by deprotonation of the carboxy group; major species at pH 7.3. It is a long-chain fatty acid anion and a hydroxy monounsaturated fatty acid anion. It is a conjugate base of a (9E)-12-hydroxyoctadec-9-enoic acid. CCCCCCC(C/C=C/CCCCCCCC(=O)[O-])O